ClC=1C(=CC2=C(CC(O2)C=2C=C(C=C(C#N)C2)C#N)C1)F 5-(5-chloro-6-fluoro-2,3-dihydrobenzofuran-2-yl)isophthalonitrile